C(C)(C)C1N=C(OC1)C1=NC2=CC=C(C=C2C(=N1)N)N (4-isopropyl-4,5-dihydro-oxazol-2-yl)quinazoline-4,6-diamine